7-((6-((dimethylamino)-methyl)-5-(4-hydroxypiperidin-1-yl)pyridin-2-yl)amino)-4-(7-fluoroimidazo[1,2-a]pyridin-3-yl)isoindolin-1-one CN(C)CC1=C(C=CC(=N1)NC=1C=CC(=C2CNC(C12)=O)C1=CN=C2N1C=CC(=C2)F)N2CCC(CC2)O